C(C)(C)(C)OC(=O)N1CCC2(CC1)CCC(CC2)C(NC2=C(C=CC=C2)\C=C\C(=O)NO)=O tert-butyl-(E)-9-((2-(3-(hydroxyamino)-3-oxoprop-1-en-1-yl)phenyl)carbamoyl)-3-azaspiro[5.5]undecane-3-carboxylate